[Cl-].C(CCCCCCCCCCCCCCC)[N+](CCC[Si](OC)(OC)OC)(CC)CC hexadecyldiethyl-(3-trimethoxysilylpropyl)ammonium chloride